C1(=C(C(=CC(=C1)C)C)C1=NC(=C(C#N)C=C1C(C1=CC=C(C=C1)OC)=O)C1=CC=C(C=C1)OC)C 6-mesityl-5-(4-methoxybenzoyl)-2-(4-methoxyphenyl)nicotinonitrile